1-(2-fluoro-4-((6-methoxy-7-(3-(pyrrolidin-1-yl)propoxy)quinazolin-4-yl)oxy)phenyl)-3-phenylurea FC1=C(C=CC(=C1)OC1=NC=NC2=CC(=C(C=C12)OC)OCCCN1CCCC1)NC(=O)NC1=CC=CC=C1